[Cl-].C(=C)N1C=[N+](C=C1)CC(=O)O 1-vinyl-3-carboxymethyl-imidazolium chloride